trans-farnesyl-thiosalicylic acid C(C=C(C)CCC=C(C)CCC=C(C)C)SC=1C(C(=O)O)=CC=CC1